methyl 4-(2-(4-methoxyphenyl)-5-(3-methoxypropyl) pyridin-3-yl)-2-methylbenzoate COC1=CC=C(C=C1)C1=NC=C(C=C1C1=CC(=C(C(=O)OC)C=C1)C)CCCOC